tert-butyl (P)-(S)-4-(1-(5-acetoxy-2-isopropyl-4-methylpyridin-3-yl)-6-chloro-7-(2-fluorophenyl)-2-oxo-1,2-dihydropyrido[2,3-d]pyrimidin-4-yl)-3-methylpiperazine-1-carboxylate C(C)(=O)OC=1C(=C(C(=NC1)C(C)C)N1C(N=C(C2=C1N=C(C(=C2)Cl)C2=C(C=CC=C2)F)N2[C@H](CN(CC2)C(=O)OC(C)(C)C)C)=O)C